6-(4-chlorophenyl)-N-[(4,4-difluoro-1-piperidinyl)sulfonyl]-5-phenyl-4,5-dihydro-3H-pyridazine-2-carboxamide ClC1=CC=C(C=C1)C=1C(CCN(N1)C(=O)NS(=O)(=O)N1CCC(CC1)(F)F)C1=CC=CC=C1